C(C1=CC=CC=C1)N1CC2C(C1)CN(C2)CC(=O)C2=NC=C(C=C2)O 2-(5-benzylhexahydropyrrolo[3,4-c]pyrrol-2(1H)-yl)-1-(5-hydroxypyridin-2-yl)ethanone